silver-platinum-palladium [Pd].[Pt].[Ag]